trans-N-carbobenzoxy-(3-hydroxy-2-piperidinyl)-2-propanone C(=O)(OCC1=CC=CC=C1)N1[C@H]([C@@H](CCC1)O)CC(C)=O